FC1=C(C(=CC=C1)C1=CC=CC=C1)NCCCC1=NN=CN1C fluoro-N-[3-(4-methyl-4H-1,2,4-triazol-3-yl)propyl]-[1,1'-biphenyl]-2-amine